4-phenylacetoxy-2,2,6,6-tetramethylpiperidine C1(=CC=CC=C1)CC(=O)OC1CC(NC(C1)(C)C)(C)C